3-(4-bromo-6-fluoro-2-methyl-indazol-3-yl)methyl-propan-1-amine BrC=1C2=C(N(N=C2C=C(C1)F)C)CCCCN